(S)-1-(3-bromo-6-methoxy-5-(trifluoromethyl)pyridin-2-yl)-4-(tert-Butoxycarbonyl)piperazine-2-carboxylic acid BrC=1C(=NC(=C(C1)C(F)(F)F)OC)N1[C@@H](CN(CC1)C(=O)OC(C)(C)C)C(=O)O